O=C1NC(CCC1C1=CC(=C(C=C1)N1CCC(CC1)CC=O)F)=O 2-(1-(4-(2,6-dioxopiperidin-3-yl)-2-fluorophenyl)piperidin-4-yl)acetaldehyde